BrC1=C2CC(CC2=CC=C1)NCCC1(CCOC2(C1)CCOCC2)C2=NC=C(C=C2)F 4-bromo-N-(2-(4-(5-fluoropyridin-2-yl)-1,9-dioxaspiro[5.5]undecan-4-yl)ethyl)-2,3-dihydro-1H-inden-2-amine